NC1=C2N=C(N(C2=NC(=N1)OCCCNC(OC(C)(C)C)=O)CC1=CC(=CC=C1)P(=O)(OCC)OCC)OC tert-butyl (3-((6-amino-9-(3-(diethoxyphosphoryl)benzyl)-8-methoxy-9H-purin-2-yl)oxy)propyl)carbamate